FC(CN1C(=NC=2C1=NC(=CC2)C=2C=CN1N=C(N=CC12)N[C@H]1CC[C@H](CC1)C(=O)OCC)C)F ethyl cis-4-((5-(3-(2,2-difluoroethyl)-2-methyl-3H-imidazo[4,5-b]pyridin-5-yl)pyrrolo[2,1-f][1,2,4]triazin-2-yl)amino)cyclohexane-1-carboxylate